[3-[[2-Fluoro-4-(trifluoromethyl)phenyl]methyl-methyl-amino]azetidin-1-yl]-[(3S)-3-(tetrazol-1-yl)pyrrolidin-1-yl]methanone FC1=C(C=CC(=C1)C(F)(F)F)CN(C1CN(C1)C(=O)N1C[C@H](CC1)N1N=NN=C1)C